7-oxo-2,5-dioxaspiro[3.4]octane-6-carboxylic acid ethyl ester C(C)OC(=O)C1OC2(COC2)CC1=O